Methyl-(S,E)-(7-(dimethylamino)-1-((1-((7-fluoro-4-isobutyl-3H-imidazo[4,5-c]pyridin-2-yl)methyl)-6-methyl-2-oxo-1,2-dihydropyridin-3-yl)amino)-1,7-dioxohept-5-en-2-yl)carbamat COC(N[C@H](C(=O)NC=1C(N(C(=CC1)C)CC1=NC2=C(C(=NC=C2F)CC(C)C)N1)=O)CC\C=C\C(=O)N(C)C)=O